ClC1=CC(=C(C=C1)N1CCC(CC1)(C(=O)N[C@@H]1CN(CC1)C)C=1C=CC(=NC1)C=1C(=NC=CC1)OCC)C#N 1-(4-chloro-2-cyanophenyl)-4-{2'-ethoxy-[2,3'-bipyridine]-5-yl}-N-[(3S)-1-methylpyrrolidin-3-yl]piperidine-4-carboxamide